N-(3-bromo-4-(trifluoromethyl)benzyl)-4-cyclohexyl-1-(3-fluorophenyl)-1H-imidazol-2-amine BrC=1C=C(CNC=2N(C=C(N2)C2CCCCC2)C2=CC(=CC=C2)F)C=CC1C(F)(F)F